o-cumyl-p-tert-octylphenol C(C)(C)(C1=CC=CC=C1)C1=C(C=CC(=C1)C(C)(C)CC(C)(C)C)O